CN1C=CC=2C3=C(N=C(N=C3C=CC21)N)N 7-Methyl-7H-pyrrolo[3,2-f]quinazoline-1,3-diamine